NC=1C(=NC(=C(N1)C1=CC=C(C=C1)F)Cl)CNC(=O)C1=NC=CC=C1 N-[[3-amino-6-chloro-5-(4-fluorophenyl)pyrazin-2-yl]methyl]pyridine-2-carboxamide